2-hydroxy-N-(oxetan-3-yl)propanamide OC(C(=O)NC1COC1)C